3,5-dibromo-1,3-dihydroindol-2-one BrC1C(NC2=CC=C(C=C12)Br)=O